3-(2-chloro-5-fluoro-4-(3-hydroxyazetidin-1-yl)phenyl)piperidine-2,6-dione ClC1=C(C=C(C(=C1)N1CC(C1)O)F)C1C(NC(CC1)=O)=O